(E)-N'-(4-bromo-6-iodo-1,2-benzothiazol-7-yl)-N,N-dimethylmethanimidamide BrC1=CC(=C(C2=C1C=NS2)/N=C/N(C)C)I